C(#N)CC1N(CCN(C1)C=1C2=C(N=C(N1)OCCN(CC)CC)CN(CC2)C2=C(C=CC=C2)C(F)(F)F)C(=O)OC(C)(C)C tert-butyl 2-(cyanomethyl)-4-[2-[2-(diethylamino)ethoxy]-7-[2-(trifluoromethyl)phenyl]-6,8-dihydro-5H-pyrido[3,4-d]pyrimidin-4-yl]piperazine-1-carboxylate